CC(C[C@@H](C(N[C@@H](C[C@H]1C(NCC1)=O)C(COC1=C(C(=CC(=C1F)F)F)F)=O)=O)NC(OC\C=C\C1=CC(=CC=C1)Cl)=O)C (E)-3-(3-chlorophenyl)allyl ((S)-4-methyl-1-oxo-1-(((S)-3-oxo-1-((S)-2-oxopyrrolidin-3-yl)-4-(2,3,5,6-tetrafluorophenoxy)butan-2-yl)amino)pentan-2-yl)carbamate